N1=CC=C(C=C1)C1=NOC(C1)=O 3-(pyridin-4-yl)isoxazol-5(4H)-one